2-[ETHYL(4-FORMYL-3-METHYLPHENYL)AMINO]-N-METHYLACETAMIDE C(C)N(CC(=O)NC)C1=CC(=C(C=C1)C=O)C